(Z)-5-((E)-3-(4-(dimethylamino)phenyl)allylmethylene)-2,3-dimethyl-3,5-dihydro-4H-imidazol-4-one CN(C1=CC=C(C=C1)\C=C/C\C=C\1/C(N(C(=N1)C)C)=O)C